aluminum bis(dodecylacetoacetate) C(CCCCCCCCCCC)CC(CC(=O)[O-])=O.C(CCCCCCCCCCC)CC(CC(=O)[O-])=O.[Al+2]